2-(4-Bromo-3-trifluoromethyl-pyrazol-1-yl)-pentanoic acid (5-bromo-pyridin-2-yl)-amide BrC=1C=CC(=NC1)NC(C(CCC)N1N=C(C(=C1)Br)C(F)(F)F)=O